pyridineDiamide N1=C(C(=CC=C1)C(=O)N)C(=O)N